ClC=1C(=NC(=NC1)NC=1C=NN(C1)CCO)C1=CC=C(C(=O)N[C@@H](C)C#N)C=C1 (S)-4-(5-chloro-2-((1-(2-hydroxyethyl)-1H-pyrazol-4-yl)amino)pyrimidin-4-yl)-N-(1-cyanoethyl)benzamide